FC1=C(CN2C(=NC=3C=NC(=C(C32)C3=CC=CC=C3)OC)C)C(=CC(=C1)SC)F 1-(2,6-difluoro-4-(methylthio)benzyl)-6-methoxy-2-methyl-7-phenyl-1H-imidazo[4,5-c]pyridine